3-(10,20-diphenylporphyrin-5-yl)-1-methylpyridin-1-ium iodide [I-].C1(=CC=CC=C1)C=1C=2C=CC(=C(C3=CC=C(N3)C(=C3C=CC(C=C4C=CC1N4)=N3)C3=CC=CC=C3)C=3C=[N+](C=CC3)C)N2